4'-[4'-(dimethylcarbamoyl)-[1,1'-biphenyl]-4-amido]-[1,1'-biphenyl] CN(C(=O)C1=CC=C(C=C1)C1=CC=C(C=C1)C(=O)NC1=CC=C(C=C1)C1=CC=CC=C1)C